C(C)OC(=O)C1=NN2C(C=CC=C2)=C1I 3-iodopyrazolo[1,5-a]Pyridine-2-carboxylic acid ethyl ester